COC1=CC=C(C=C1)C1CN(C1)C(CC1N(CCC1)C#N)=O (2-(3-(4-methoxyphenyl)azetidin-1-yl)-2-oxoethyl)pyrrolidine-1-carbonitrile